FC=1C=C2C(=NC(=NC2=C(C1C#CC(C)=O)F)OC[C@]12CCCN2C[C@@H](C1)F)N1C[C@H]2CC[C@@H](C1)N2C(=O)OC(C)(C)C tert-butyl (1R,5S)-3-(6,8-difluoro-2-(((2R,7aS)-2-fluorotetrahydro-1H-pyrrolizin-7a(5H)-yl)methoxy)-7-(3-oxobut-1-yn-1-yl)quinazolin-4-yl)-3,8-diazabicyclo[3.2.1]octane-8-carboxylate